(R)-3-(trifluoroMethyl)piperazine-1-carboxylic acid tert-butyl ester C(C)(C)(C)OC(=O)N1C[C@@H](NCC1)C(F)(F)F